C(C=C)C(C(=O)O)C.C(CC)(=O)O propionate (allyl propionate)